ClC1N(C=C(C=N1)O)C1CCCC1 2-chloro-N-cyclopentyl-5-hydroxypyrimidine